2-(5-chloro-2-fluoro-phenyl)-5-[(2R)-2-methylpiperazin-1-yl]-3-pyridazin-4-yl-imidazole ClC=1C=CC(=C(C1)C1=NC(=CN1C1=CN=NC=C1)N1[C@@H](CNCC1)C)F